N[C@@H](CO)CC (D)-2-aminobutanol